FC(OC1=CC=CC=2C(N([C@H]3C=4N([C@@H](C21)C3)C3=C(N4)C=CC(=C3)C3=C(C=C(C(=C3)F)CP(=O)(C)C)C)C([2H])([2H])[2H])=O)F (7R,14R)-1-(difluoromethoxy)-11-(4-((dimethylphosphoryl)methyl)-5-fluoro-2-methylphenyl)-6-(methyl-d3)-6,7-dihydro-7,14-methanobenzo[f]benzo[4,5]imidazo[1,2-a][1,4]diazocin-5(14H)-one